C[C@H]1N(CC2=CC=CC=C2C1)C(=O)C1=CC=C2CN(CC2=C1)C(=O)N 6-[(3R)-3-methyl-1,2,3,4-tetrahydroisoquinoline-2-carbonyl]-2,3-dihydro-1H-isoindole-2-carboxylic acid amide